ClC1=NC=CC(=C1CNC(OCC1C2=CC=CC=C2C=2C=CC=CC12)=O)SC1=NC=CC=C1C=O (9H-Fluoren-9-yl)methyl ((2-chloro-4-((3-formylpyridin-2-yl)thio)pyridin-3-yl)methyl)carbamate